O=C1NC(CCC1NC1=NC=C(C=N1)C1CCN(CC1)CC(=O)O)=O 2-(4-(2-((2,6-dioxopiperidin-3-yl)amino)pyrimidin-5-yl)piperidin-1-yl)acetic acid